C(C)(C)(C)OC(=O)N1[C@@H](C=CC1)C(N(C=1C=C(C=CC1)C)C)=O (2S)-2-[methyl-(m-tolyl)carbamoyl]-2,5-dihydropyrrole-1-carboxylic acid tert-butyl ester